5-Amino-2-(6-(2,2,2-trifluoroethoxy)pyridin-3-yl)isoindoline-1,3-dione NC=1C=C2C(N(C(C2=CC1)=O)C=1C=NC(=CC1)OCC(F)(F)F)=O